N-(5-((3-((2,6-dimethylpyridin-4-yl)methoxy)azetidin-1-yl)methyl)thiazol-2-yl)acetamide CC1=NC(=CC(=C1)COC1CN(C1)CC1=CN=C(S1)NC(C)=O)C